1-(3,5-Difluoropyridin-4-yl)-7-methoxy-3-methyl-8-(1H-pyrazol-4-yl)-1,3-dihydro-imidazo[4,5-c]quinolin-2-one FC=1C=NC=C(C1N1C(N(C=2C=NC=3C=C(C(=CC3C21)C=2C=NNC2)OC)C)=O)F